6-(2-hydroxy-2-methylpropoxy)-4-(6-(6-((1r,4r)-4-hydroxycyclohexane-1-carbonyl)-3,6-diazabicyclo[3.1.1]heptan-3-yl)pyridin-3-yl)pyrazolo[1,5-a]pyridine-3-carbonitrile OC(COC=1C=C(C=2N(C1)N=CC2C#N)C=2C=NC(=CC2)N2CC1N(C(C2)C1)C(=O)C1CCC(CC1)O)(C)C